ClC=1C=C(C=CC1CN1CCOCC1)C=1C(=NOC1C=1C=C(C(=CC1O)O)C1=CC(=CC=C1)C(C)C)C(=O)NCC 4-(3-chloro-4-(morpholinomethyl)phenyl)-5-(4,6-dihydroxy-3'-isopropyl-[1,1'-biphenyl]-3-yl)-N-ethylisoxazole-3-carboxamide